2,3-diglycidyloxymethylstyrene C(C1CO1)OCC1=C(C=C)C=CC=C1COCC1CO1